C(#N)C=1C=NN2C1C(=NC(=C2)C=2C=NN(C2)C2CCC(CC2)=O)C=2C=CC(=NC2)N2CCC(CC2)(C(=O)NC(C)C)CC 1-(5-(3-cyano-6-(1-(4-oxocyclohexyl)-1H-pyrazol-4-yl)pyrazolo[1,5-a]pyrazin-4-yl)pyridin-2-yl)-4-ethyl-N-isopropylpiperidine-4-carboxamide